4-(3,5-dicyclohexylphenyl-(methyl)amino)-3-fluorobenzoic acid C1(CCCCC1)C=1C=C(C=C(C1)C1CCCCC1)N(C1=C(C=C(C(=O)O)C=C1)F)C